C1(CC1)C=1N=NN(C1)[C@H](C(=O)N1[C@@H](C[C@H](C1)O)C(=O)NCCC1=C(C=CC=C1)OC(F)F)C(C)(C)C (2S,4R)-1-[(2S)-2-(4-cyclopropyltriazol-1-yl)-3,3-dimethyl-butanoyl]-N-[2-[2-(difluoromethoxy)phenyl]ethyl]-4-hydroxy-pyrrolidine-2-carboxamide